C(C)(=O)N1CC=2N(CC1)N=C(C2C2=CC(=NC=C2)NS(=O)(=O)C)C2=CC=C(C=C2)F N-(4-(5-acetyl-2-(4-fluorophenyl)-4,5,6,7-tetrahydropyrazolo[1,5-a]pyrazin-3-yl)pyridin-2-yl)methanesulfonamide